FC1(C(C=2C(=CNC2CC1)S(=O)(=O)CF)O)F 5,5-difluoro-3-((fluoromethyl)sulfonyl)-4-hydroxy-4,5,6,7-tetrahydro-1H-indole